2-nitro-5-(1H-pyrazol-4-yl)pyridine [N+](=O)([O-])C1=NC=C(C=C1)C=1C=NNC1